[SH2]=N.FC(F)F.FC(F)F.[Li] lithium bistrifluoromethane sulfimide salt